diacetyl-lactosediamine C(C)(=O)[C@@]1(C(O)(O[C@@H]([C@H]([C@@H]1O)O[C@H]1[C@H](N)[C@@H](O)[C@@H](O)[C@H](O1)CO)CO)C(C)=O)N